(4S)-11-(aminomethyl)-4-ethyl-4-hydroxy-1H-pyrano[3',4':6,7]indolizino[1,2-b]quinoline-3,14(4H,12H)-dione NCC1=C2C(=NC=3C=CC=CC13)C1=CC3=C(C(N1C2)=O)COC([C@]3(O)CC)=O